dichloro-[1,1'-bis(diphenylphosphino)ferrocene] ClC1=C([C-](C=C1)P(C1=CC=CC=C1)C1=CC=CC=C1)Cl.[C-]1(C=CC=C1)P(C1=CC=CC=C1)C1=CC=CC=C1.[Fe+2]